N1(C(CCCCC1)C(=O)OC(C(=O)OCC)C(=O)C1=CC=C(C=C1)C(=O)OCC)C(=O)OC(C)(C)C 1-(tert-butyl) 2-(1-ethoxy-3-(4-(ethoxycarbonyl) phenyl)-1,3-dioxopropan-2-yl) azepane-1,2-dicarboxylate